BrC=CC=1C(NC(N([C@H]2C[C@H](O)[C@@H](CO)O2)C1)=O)=O 5-(2-bromovinyl)-2'-deoxyuridine